2-[(1S)-5-[2-(2-aminopyridin-3-yl)-5-(pyrazol-1-yl)imidazo[4,5-b]pyridin-3-yl]-2,3-dihydro-1H-inden-1-yl]-6-(benzyloxy)-7-(1,3-dioxolan-2-yl)-3,4-dihydroisoquinolin-1-one NC1=NC=CC=C1C1=NC=2C(=NC(=CC2)N2N=CC=C2)N1C=1C=C2CC[C@@H](C2=CC1)N1C(C2=CC(=C(C=C2CC1)OCC1=CC=CC=C1)C1OCCO1)=O